CC1(N(C(CCC1)(C)C)O)C 2,2,6,6-tetramethyl-piperidinol